C(C=C)N1C(CCC1)=O 1-(allyl)pyrrolidin-2-one